(R)-N-((3S,4S)-8-(4-amino-5-iodo-1-methyl-6-carbonyl-1,6-dihydropyrimidin-2-yl)-3-methyl-2-oxa-8-azaspiro[4.5]decan-4-yl)-2-methylpropan-2-sulfinamide NC=1N=C(N(C(C1I)=C=O)C)N1CCC2([C@@H]([C@@H](OC2)C)N[S@](=O)C(C)(C)C)CC1